ClC=1C=C(C=CC1C)NC1=NC=CC2=CC(=C(C=C12)NC(CCCN1CCCCC1)=O)OC N-(1-((3-chloro-4-methylphenyl)amino)-6-methoxyisoquinolin-7-yl)-4-(piperidin-1-yl)butanamide